CC=1C=C(CN2C(N(CCC2=O)C=2C=NN3C2C=C(C=C3)CN3CCNCC3)=O)C=CC1C 3-(3,4-dimethylbenzyl)-1-(5-(piperazin-1-ylmethyl)pyrazolo[1,5-a]pyridin-3-yl)dihydropyrimidine-2,4(1h,3h)-dione